ClC1=CC=C(C=N1)C1=C(C=CC=C1S(N)(=O)=O)C1=CC(=C(C=C1)CC(=O)N)F 4-(6-Chloropyridin-3-yl-3-sulfamoylphenyl)-2-(2-fluorophenyl)acetamide